(5S,8S,10aR)-5-amino-N8-((R)-chroman-4-yl)-N3-methyl-6-oxooctahydropyrrolo[1,2-a][1,5]diazocine-3,8(4H)-dicarboxamide hydrochloride Cl.N[C@H]1CN(CC[C@@H]2N(C1=O)[C@@H](CC2)C(=O)N[C@@H]2CCOC1=CC=CC=C21)C(=O)NC